The molecule is a fifteen-membered glycopeptide comprising glycyl, cyclohexylglycyl, alanyl, glycyl, 4-pyridylalanyl, (5R)-5-(beta-D-galactopyranosyloxy)lysyl, glycyl. alpha-glutamyl, glutaminyl, glycyl, prolyl, lysyl, glycyl, alpha-glutamyl and threonine residues coupled in sequence. C[C@H]([C@@H](C(=O)O)NC(=O)[C@H](CCC(=O)O)NC(=O)CNC(=O)[C@H](CCCCN)NC(=O)[C@@H]1CCCN1C(=O)CNC(=O)[C@H](CCC(=O)N)NC(=O)[C@H](CCC(=O)O)NC(=O)CNC(=O)[C@H](CC[C@H](CN)O[C@H]2[C@@H]([C@H]([C@H]([C@H](O2)CO)O)O)O)NC(=O)[C@H](CC3=CC=NC=C3)NC(=O)CNC(=O)[C@H](C)NC(=O)[C@H](C4CCCCC4)NC(=O)CN)O